NC1CCC(CC1)(O)CN1CCC2(CN(C2)C2=NC=NC=C2OC2=C(C(=O)N(C(C)C)CC)C=C(C=C2)F)CC1 2-((4-(7-((4-amino-1-hydroxycyclohexyl)methyl)-2,7-diazaspiro[3.5]nonan-2-yl)pyrimidin-5-yl)oxy)-N-ethyl-5-fluoro-N-isopropylbenzamide